1,1-Dimethylpyrrolidinium fluorid [F-].C[N+]1(CCCC1)C